C1(CCCCCC1)[C@@H](C(=O)NC1=CC=C(C=C1)C1=C(C=[N+](C=C1C)[O-])C)NC(=O)C1=CC=C2N1CCNC2 (S)-4-(4-(2-cycloheptyl-2-(1,2,3,4-tetrahydropyrrolo[1,2-a]pyrazine-6-carboxamido)acetamido)phenyl)-3,5-dimethylpyridine 1-oxide